dioleyl maleate C(\C=C/C(=O)OCCCCCCCC\C=C/CCCCCCCC)(=O)OCCCCCCCC\C=C/CCCCCCCC